1-(3-azido-5-(dimethyl-(phenyl)silyl)pentyl)-2-oxocyclohexane-1-carboxylic acid ethyl ester C(C)OC(=O)C1(C(CCCC1)=O)CCC(CC[Si](C1=CC=CC=C1)(C)C)N=[N+]=[N-]